(3S)-3-[[2-[1-(cyclopropylmethyl)-7-[2-(1,2,4-triazol-4-yl)ethoxy]indol-2-yl]-1-methyl-5-oxo-7,8-dihydroimidazo[4,5-g]isoquinolin-6-yl]methyl]morpholine-4-sulfonic acid C1(CC1)CN1C(=CC2=CC=CC(=C12)OCCN1C=NN=C1)C1=NC=2C(=CC=3CCN(C(C3C2)=O)C[C@@H]2N(CCOC2)S(=O)(=O)O)N1C